C(C)(C)(C)OC(=O)N1CC2=CC(=C(C(=C2C1)F)OCCCOC=1C(=CC2=C(C=C(S2)C(=O)[C@H]2[C@@H](C2)C(=O)OC)C1)OC)OC 4-fluoro-6-methoxy-5-[3-[6-methoxy-2-[trans-2-methoxycarbonylcyclopropanecarbonyl]benzothien-5-yl]oxypropoxy]isoindoline-2-carboxylic acid tert-butyl ester